methyl-(2S,4S)-5-(2-naphthoyl)-4-(3-bromophenyl)-2-methyl-3-azabicyclo[3.1.1]heptane-2-carboxylate COC(=O)[C@@]1(C2CC([C@@H](N1)C1=CC(=CC=C1)Br)(C2)C(=O)C2=CC1=CC=CC=C1C=C2)C